FC([C@](C)(O)C1=NOC=2C=3C=NN(C3C[C@@H](C21)C)CC2=CC=C(C=C2)OC)(F)F (R)-1,1,1-trifluoro-2-((S)-6-(4-methoxybenzyl)-4-methyl-5,6-dihydro-4H-isoxazolo[5,4-e]indazol-3-yl)propan-2-ol